N[C@@H]1[C@@H](OCC12CCN(CC2)C2=NC=C(C=1N2C=CN1)SC1=CC=NC2=C(C=CC=C12)NC(C)=O)C N-(4-((5-((3S,4S)-4-amino-3-methyl-2-oxa-8-azaspiro[4.5]decan-8-yl)imidazo[1,2-c]pyrimidin-8-yl)thio)quinolin-8-yl)acetamide